2-(Benzo[c][1,2,5]oxadiazol-5-ylmethoxy)-6-hydroxy-5-(trifluoromethyl)nicotinaldehyde N=1ON=C2C1C=CC(=C2)COC2=C(C=O)C=C(C(=N2)O)C(F)(F)F